ClC1=CC2=C(NC([C@H](CC2)NC(=O)C=2C3=C(NN2)CCC3)=O)C=C1 (S)-N-(7-Chloro-2-oxo-2,3,4,5-tetrahydro-1H-benzo[b]azepin-3-yl)-1,4,5,6-tetrahydrocyclopenta[c]pyrazol-3-carboxamid